L-glutaminyl-glycine N[C@@H](CCC(N)=O)C(=O)NCC(=O)O